FC(C(C)C1=CC=C(C=C1)C=1C=2N(C3=CC=C(C=C3N1)C(=O)O)C=CC2)(F)F 4-(4-(1,1,1-Trifluoropropan-2-yl)phenyl)pyrrolo[1,2-a]quinoxaline-7-carboxylic acid